ethyl (S)-2-(2-(3-(1-(azetidin-3-yl)piperidin-4-yl)-1-methyl-1H-indazol-5-yl)-7-(4-chlorophenyl)-5-methylbenzo[d]thiazol-6-yl)-2-(tert-butoxy)acetate N1CC(C1)N1CCC(CC1)C1=NN(C2=CC=C(C=C12)C=1SC2=C(N1)C=C(C(=C2C2=CC=C(C=C2)Cl)[C@@H](C(=O)OCC)OC(C)(C)C)C)C